FC=1C=C2C(=CNC(C2=CC1F)=O)C(C)N(C(=O)C=1NC2=CC=CC=C2C1)C N-(1-(6,7-Difluoro-1-oxo-1,2-dihydroisoquinolin-4-yl)ethyl)-N-methyl-1H-indole-2-carboxamide